ClC1=C(C=2N=C(N=C(C2C=N1)N1C[C@H]2CC[C@@H](C1)N2C(=O)OC(C)(C)C)OC2CCOCC2)F tert-butyl (1R,5S)-3-(7-chloro-8-fluoro-2-((tetrahydro-2H-pyran-4-yl)oxy) pyrido[4,3-d]pyrimidin-4-yl)-3,8-diazabicyclo[3.2.1]octane-8-carboxylate